NC1CCC2(CN(C(O2)=O)[C@@H](C)C=2C=CC=C3C(=C(NC23)C(=O)O)C2=CC(=C(C=C2)CS(=O)(=O)C)F)CC1 (S)-7-(1-(8-amino-2-oxo-1-oxa-3-azaspiro[4.5]decan-3-yl)ethyl)-3-(3-fluoro-4-((methylsulfonyl)methyl)phenyl)-1H-indole-2-carboxylic acid